1-chloropyrrolo[1,2-a]quinoxaline ClC1=CC=C2N1C1=CC=CC=C1N=C2